(1R,2S,5R)-1-amino-5-(2-boronoethyl)-2-(((2S,3S)-2-((tert-butoxycarbonyl)amino)-3-methylpentanamido)methyl)cyclohexane-1-carboxylic acid N[C@]1([C@@H](CC[C@H](C1)CCB(O)O)CNC([C@H]([C@H](CC)C)NC(=O)OC(C)(C)C)=O)C(=O)O